FC=1C(=C(C=CC1F)[C@H]1[C@@H](O[C@]([C@H]1C)(C(F)(F)F)C)C(=O)NC1=CC=NC=C1C(=O)OC)OC methyl 4-((2R,3S,4S,5R)-3-(3,4-difluoro-2-methoxyphenyl)-4,5-dimethyl-5-(trifluoromethyl)tetrahydrofuran-2-carboxamido)nicotinate